4-((4-(6-((Hydroxyimino)methyl)-5-methoxypyridin-2-yl)butyl)amino)quinolin-1-amine ON=CC1=C(C=CC(=N1)CCCCNC1=CCN(C2=CC=CC=C12)N)OC